Diethyl (3-methoxy-4-nitrobenzyl)phosphonate COC=1C=C(CP(OCC)(OCC)=O)C=CC1[N+](=O)[O-]